ClC1=NC(=C2N=CN(C2=N1)[C@H]1[C@@H]([C@@H]([C@H](O1)COCP([O-])(=O)OC(OC(=O)OCC)OC(=O)OCC)O)O)N[C@@H]1COCC1 bis[(ethoxycarbonyl)oxy]methyl {[(2R,3S,4R,5R)-5-(2-chloro-6-{[(3S)-oxolan-3-yl]amino}-9H-purin-9-yl)-3,4-dihydroxyoxolan-2-yl]methoxy}methanephosphonate